(±)-4-benzyl-3-propionyl-2-oxazolidinone C(C1=CC=CC=C1)[C@H]1N(C(OC1)=O)C(CC)=O |r|